2-(6-bromo-4-(trifluoromethyl)pyridin-3-yloxy)-N,N-dimethylethanamine BrC1=CC(=C(C=N1)OCCN(C)C)C(F)(F)F